((4R,7R)-1-oxaspiro[3.5]nonan-7-yl)-8-(trifluoromethyl)pyrido[4,3-d]pyrimidine O1CCC12CCC(CC2)C=2N=CC1=C(N2)C(=CN=C1)C(F)(F)F